C(CCCCCCC)OC(CCC(=O)OCC(C(COC(CCC(OCCCCCCCC)OCCCCCCCC)=O)OC(CCCN1CCCCC1)=O)OC(CCCN1CCCCC1)=O)OCCCCCCCC 2,3-bis((4-(piperidin-1-yl)butanoyl)oxy)butane-1,4-diyl bis(4,4-bis(octyloxy)-butanoate)